CC1=C(OC2=C(C=C(C=C2C1=O)C)[C@@H](C)NC(OC(C)(C)C)=O)C1=CN(C(C=C1)=O)C tert-Butyl N-[(1R)-1-[3,6-dimethyl-2-(1-methyl-6-oxo-3-pyridyl)-4-oxo-chromen-8-yl]ethyl]carbamate